(4R)-4-AMINO-4-(2-PYRROLIDINYLPHENYL)BUTANOIC ACID N[C@H](CCC(=O)O)C1=C(C=CC=C1)N1CCCC1